COC1=CC=C(C=C1)N1N=C(C=C1C)N1CCN(CC1)CCN1CCOCC1 4-[2-[4-[1-(4-methoxyphenyl)-5-methyl-pyrazol-3-yl]piperazin-1-yl]ethyl]morpholine